N-(furan-3-ylmethyl)pyridineamide O1C=C(C=C1)CNC(=O)C1=NC=CC=C1